2-(2-(4-(Benzo[d][1,3]dioxol-5-ylmethyl)piperazin-1-yl)ethyl)-4-isobutyl-1,2,4-thiadiazolidine-3,5-dione O1COC2=C1C=CC(=C2)CN2CCN(CC2)CCN2SC(N(C2=O)CC(C)C)=O